ethyl (4S)-6-(bromomethyl)-4-(3,4-difluoro-2-methyl-phenyl)-2-thiazol-2-yl-1,4-dihydropyrimidine-5-carboxylate BrCC1=C([C@@H](N=C(N1)C=1SC=CN1)C1=C(C(=C(C=C1)F)F)C)C(=O)OCC